7-chloro-4-(methoxy-d3)-2-(4-(3-methoxyazetidin-1-yl) cyclohexyl)-2-methylbenzo[d][1,3]dioxan-5-carboxylate ClC=1C=C(C2=C(OC(OC2OC([2H])([2H])[2H])(C)C2CCC(CC2)N2CC(C2)OC)C1)C(=O)[O-]